C1(=CC=C(C=C1)C=1N=NN(N1)CC=1C(=NNC1)C(=O)N)C [[5-(p-tolyl)tetrazol-2-yl]methyl]pyrazole-3-carboxamide